CN1C(CC(CC1(C)C)OC(CC(C(CC(=O)OC1CC(N(C(C1)(C)C)C)(C)C)C(=O)OC1CC(N(C(C1)(C)C)C)(C)C)C(=O)OC1CC(N(C(C1)(C)C)C)(C)C)=O)(C)C bis(1,2,2,6,6-pentamethylpiperidine-4-yl)-3,4-bis{[(1,2,2,6,6-pentamethylpiperidin-4-yl)oxy]carbonyl}hexanedioate